COC=1C=C(C=CC1N1CCC(CC1)N1CCN(CC1)C)NC=1C(=NC=C(N1)NC1CCOCC1)C(=O)N {3-methoxy-4-[4-(4-methylpiperazin-1-yl)piperidin-1-yl]phenyl-amino}-5-(tetrahydro-2H-pyran-4-ylamino)pyrazine-2-carboxamide